FC=1C=C(C=CC1OC1=C2C(=NC=C1)NC(N2C(C)C)=O)NC(=O)C2=NN(C=C2)C2=CC=CC=C2 N-(3-fluoro-4-((1-isopropyl-2-oxo-2,3-dihydro-1H-imidazo[4,5-b]pyridin-7-yl)oxy)phenyl)-1-phenyl-1H-pyrazole-3-carboxamide